N-{1-tert-butyl-3-[(1S,3R)-3-{[tert-butyl(dimethyl)silyl]oxy}cyclopentyl]-1H-pyrazol-5-yl}-3-(methoxymethyl)-1-methyl-1H-pyrazole-5-carboxamide C(C)(C)(C)N1N=C(C=C1NC(=O)C1=CC(=NN1C)COC)[C@@H]1C[C@@H](CC1)O[Si](C)(C)C(C)(C)C